N1C=NC(=C1)C1=CC=C(OCC2=CC=C(C=C2)NS(=O)(=O)C)C=C1 N-(4-((4-(1H-imidazol-4-yl)phenoxy)methyl)phenyl)methanesulfonamide